ClC=1C(=C(C(=CC1N1C[C@@](CC1)(C)N1CCC(CC1)(C)OC)F)S(=O)(=O)N(C1=NC(=CC=C1)F)CC1=C(C=C(C=C1)OC)OC)F (S)-3-chloro-N-(2,4-dimethoxybenzyl)-2,6-difluoro-N-(6-fluoropyridin-2-yl)-4-(3-(4-methoxy-4-methylpiperidin-1-yl)-3-methylpyrrolidin-1-yl)benzenesulfonamide